(R)-3-methyl-4-(5-(methylsulfonyl)-1-(1H-pyrrolo[2,3-b]pyridin-4-yl)pyrrolo[1,2-c]pyrimidin-3-yl)morpholine C[C@H]1N(CCOC1)C1=CC=2N(C(=N1)C1=C3C(=NC=C1)NC=C3)C=CC2S(=O)(=O)C